N-(3-hydroxypyridin-2-yl)propanamide OC=1C(=NC=CC1)NC(CC)=O